CC1=C(N2C=CC(=C2C=C1C(=O)O)C1=CC=CC=C1)C(C)N1CCOCC1 6-methyl-5-(1-morpholinoethyl)-1-phenylindolizine-7-carboxylic acid